C1(=CC=C(C=C1)[Si](Cl)(Cl)C1=CC=C(C=C1)C)C di-p-tolyldichlorosilan